(3S,4R)-4-fluoro-6-((4-(((S)-2-hydroxy-1-phenylethyl)amino)-5-(3-(quinuclidin-4-yl)-1,2,4-oxadiazol-5-yl)pyrimidin-2-yl)amino)-3-methylisochroman-1-one F[C@H]1[C@@H](OC(C2=CC=C(C=C12)NC1=NC=C(C(=N1)N[C@H](CO)C1=CC=CC=C1)C1=NC(=NO1)C12CCN(CC1)CC2)=O)C